N-[4-[(3-methoxyacridin-9-yl)amino]phenyl]methanesulfonamide COC=1C=CC2=C(C3=CC=CC=C3N=C2C1)NC1=CC=C(C=C1)NS(=O)(=O)C